N[C@]1(C([C@H](CCC1)O)=O)C1=C(C=CC=C1)Cl (2s,6s)-2-amino-2-(2-chlorophenyl)-6-hydroxycyclohexanone